C(#N)/N=C(\NCCCCC1CCN(CC1)C(C1=CC=C(C=C1)O)=O)/NC=1C=NC=CC1 (E)-2-cyano-1-(4-(1-(4-hydroxybenzoyl)piperidin-4-yl)butyl)-3-(pyridin-3-yl)guanidine